C1(CC1)C(=O)N1C=2C=CC(=NC2CCC1)C(C(=O)NC1=CC=C(C=C1)F)C1CC1 2-(5-(cyclopropanecarbonyl)-5,6,7,8-tetrahydro-1,5-naphthyridin-2-yl)-2-cyclopropyl-N-(4-fluorophenyl)acetamide